ethyl 2-(1,1,2,2,2-pentafluoroethyl)-4-(trifluoromethyl)pyrrolo[1,2-a]1,8-naphthyridine-8-carboxylate FC(C(F)(F)F)(F)C=1C=C(C=2C=CC=3N(C2N1)C=C(C3)C(=O)OCC)C(F)(F)F